(E)-3-(1-((3,5-dichlorophenoxy)amino)-2,3-dihydro-1H-inden-5-yl)acrylic acid methyl ester COC(\C=C\C=1C=C2CCC(C2=CC1)NOC1=CC(=CC(=C1)Cl)Cl)=O